BrC1=C(C=CC(=N1)C(=O)OC)O[C@H]1C[C@H](CC1)NC(=O)OC(C)(C)C methyl 6-bromo-5-(((1R,3S)-3-((tert-butoxycarbonyl)amino)cyclopentyl)oxy)picolinate